[4-(6-Amino-pyridazin-3-yl)-piperidin-1-yl]-[5-(4-ethoxy-phenyl)-4-methoxy-pyridin-2-yl]-methanone NC1=CC=C(N=N1)C1CCN(CC1)C(=O)C1=NC=C(C(=C1)OC)C1=CC=C(C=C1)OCC